6-(6-(2-hydroxypropan-2-yl)pyridin-3-yl)-4-((1S,3S)-3-methoxycyclopentyl)-3,4-dihydropyrazino[2,3-b]pyrazin-2(1H)-one OC(C)(C)C1=CC=C(C=N1)C=1N=C2C(=NC1)NC(CN2[C@@H]2C[C@H](CC2)OC)=O